C1(=CC=CC=C1)[Si](O[Si](O[Si](CCCCN)(C1=CC=CC=C1)C1=CC=CC=C1)(OC)OC)(CCCCN)C1=CC=CC=C1 1,1,5,5-tetraphenyl-3,3-dimethoxy-1,5-bis(4-aminobutyl)trisiloxane